ClC=1C=C(C=CC1F)NC1=NC=NC2=CC=C(C(=C12)C1=CC(=CC=C1)C#N)NC(C=CC1N(CCC1)C)=O N-(4-((3-chloro-4-fluorophenyl)amino)-5-(3-cyanophenyl)quinazolin-6-yl)-3-(1-methylpyrrolidin-2-yl)acrylamide